FC(OC1=CC(=C(C2=C1N(N=N2)C)C)[C@@H](CC(=O)O)C=2C=C(C1=C(C=CS1)C2)CN2C[C@H](OC1=C(C2)N=C(C=C1)O)CC)F (3S)-3-[7-(difluoromethoxy)-1,4-dimethyl-1H-benzotriazol-5-yl]-3-(7-{[(2R)-2-ethyl-7-hydroxy-2,3-dihydropyrido[2,3-f][1,4]oxazepin-4(5H)-yl]methyl}-1-benzothiophen-5-yl)propanoic acid